C(C)(=O)N1CCN(CC1)C1=CC(=C(NC2=NC=C(C(=N2)NC=2C=C(C=CC2)NC(C=C)=O)C(F)(F)F)C=C1)OC N-[3-[[2-[4-(4-acetylpiperazin-1-yl)-2-methoxy-anilino]-5-(trifluoromethyl)pyrimidin-4-yl]amino]phenyl]prop-2-enamide